CC(CCC(=O)O)CCC(C)C 4,7-dimethyloctanoic acid